7-((2-((2-methoxy-5-(1-methyl-1H-pyrazol-4-yl)-4-(4-methylpiperazin-1-yl)phenyl)amino)-7H-pyrrolo[2,3-d]pyrimidin-4-yl)amino)-4-methyl-3,4-dihydro-2H-benzo[b][1,4]oxazine COC1=C(C=C(C(=C1)N1CCN(CC1)C)C=1C=NN(C1)C)NC=1N=C(C2=C(N1)NC=C2)NC=2C=CC1=C(OCCN1C)C2